OC=1C=C(CNC(C2=C(C=CC(=C2)[N+](=O)[O-])C2NCCC2)=O)C=CC1OC N-(3-hydroxy-4-methoxybenzyl)-2-tetrahydropyrrolyl-5-nitrobenzamide